8-[(Z)-non-3-enoxy]-8-oxo-octanoic acid C(C\C=C/CCCCC)OC(CCCCCCC(=O)O)=O